NCCCCC1=NC(=NC(=C1)NC1=NNC(=C1)C)N1CCC(CC1)(C(=O)N[C@@H](C)C=1C=NC(=CC1)N1N=CC(=C1)F)OC (S)-1-(4-(4-aminobutyl)-6-((5-methyl-1H-pyrazol-3-yl)amino)pyrimidin-2-yl)-N-(1-(6-(4-fluoro-1H-pyrazol-1-yl)pyridin-3-yl)ethyl)-4-methoxypiperidine-4-carboxamide